[Si](C)(C)(C(C)(C)C)OCCOCCC(=O)O 3-(2-((tert-butyldimethylsilyl)oxy)ethoxy)propanoic acid